4-chloro-2,5-dimethoxybenzaldehyde ClC1=CC(=C(C=O)C=C1OC)OC